NC1=CC=C(C=N1)OC1=CC=C(C=C1)NC(=O)NC1=CC(=CC(=C1)Cl)Cl 1-(4-((6-aminopyridin-3-yl)oxy)phenyl)-3-(3,5-dichlorophenyl)urea